The molecule is a benzophenanthridine alkaloid comprising dihydrosanguinarine carrying a hydroxy substituent at the 10-position. It derives from a hydride of a sanguinarine. CN1CC2=C(C3=C1C4=CC5=C(C=C4C=C3)OCO5)C(=CC6=C2OCO6)O